FC(N1C(C2=C(C(=C1)C=1C=C3C=CC(=NC3=CC1)C1=CC=C(C=C1)OCCN1[C@@H](C(N(CC1)C)=O)C)C=CN2)=O)F (R)-6-(difluoromethyl)-4-{2-[4-(2-(2,4-dimethyl-3-oxopiperazin-1-yl)ethoxy)phenyl]quinolin-6-yl}-1H-pyrrolo[2,3-c]pyridin-7(6H)-one